5-Fluoro-N1-methylbenzene-1,2-diamine FC1=CC=C(C(=C1)NC)N